BrC1=C(C=C2C(=NC(=NC2=C1F)OC[C@H]1N(CCC1)C)N1[C@H](CN(CC1)C(=O)OC(C)(C)C)C)Cl tert-butyl (S)-4-(7-bromo-6-chloro-8-fluoro-2-(((S)-1-methylpyrrolidin-2-yl) methoxy) quinazolin-4-yl)-3-methylpiperazine-1-carboxylate